Fluoropiperidine-4-carboxylic acid ethyl ester hydrochloride Cl.C(C)OC(=O)C1CCN(CC1)F